L-Leucine tertbutyl ester hydrochloride Cl.C(C)(C)(C)OC([C@@H](N)CC(C)C)=O